N-(4-(4-amino-1-isopropyl-7-(4-oxocyclohexyl)-1H-pyrazolo[4,3-c]pyridin-3-yl)-2,5-difluorophenyl)-2-fluorobenzenesulfonamide NC1=NC=C(C2=C1C(=NN2C(C)C)C2=CC(=C(C=C2F)NS(=O)(=O)C2=C(C=CC=C2)F)F)C2CCC(CC2)=O